C1(=CC=CC=C1)C1=NC(=CC(=C1)C=1C(=C(C(=C(C1N1C2=CC=C(C=C2C=2C=C(C=CC12)C)C)N1C2=CC=C(C=C2C=2C=C(C=CC12)C)C)C1=CC=NC=C1)N1C2=CC=C(C=C2C=2C=C(C=CC12)C)C)N1C2=CC=C(C=C2C=2C=C(C=CC12)C)C)C1=CC=CC=C1 9,9',9'',9'''-(3-(2,6-diphenylpyridin-4-yl)-6-(pyridin-4-yl)benzene-1,2,4,5-tetrayl)tetrakis(3,6-dimethyl-9H-carbazole)